FC(C1=NN=C(O1)C1=CN=C(S1)CN(S(=O)(=O)C)C=1C=NC(=CC1)CC)F N-({5-[5-(difluoromethyl)-1,3,4-oxadiazol-2-yl]-1,3-thiazol-2-yl}methyl)-N-(6-ethylpyridin-3-yl)methanesulfonamide